6-(4-isopropyl-6-methylpyrimidin-5-yl)-1-(4-(5-methyl-3-(trifluoromethyl)-1H-pyrazol-1-yl)benzyl)4H-pyrazolo[3,4-d]pyrimidine C(C)(C)C1=NC=NC(=C1C1=NCC=2C(=N1)N(NC2)CC2=CC=C(C=C2)N2N=C(C=C2C)C(F)(F)F)C